C1(CCCC1)N1CC(N(C2(CN(C2)C2=NC=C(C#N)C=C2)C1=O)CC1=CC=C(C=C1)C(F)(F)F)=O 6-(8-cyclopentyl-6,9-dioxo-5-(4-(trifluoromethyl)benzyl)-2,5,8-triazaspiro[3.5]nonan-2-yl)nicotinonitrile